N1=C(C=CC=C1)[C@@]1(CCOC2(CCCC2)C1)CCNN1CCCC(=C1)C#N 1-((2-((R)-9-(pyridin-2-yl)-6-oxaspiro[4.5]decan-9-yl)ethyl)amino)-2,3-dihydro-1H-pyridine-5-carbonitrile